COC1(CNC2=C3N=CN(C3=NC=N2)[C@H]2[C@@H](O)[C@H](O)[C@H](O2)CO)CC=C(O1)OC 6-(2,5-Dimethoxyfurfurylamino)-9-β-D-arabinofuranosylpurin